4-((2-(3-(dimethylamino)phenoxy)ethoxy)methyl)-N,N-bis(3-methoxybenzyl)thiazol-2-amine CN(C=1C=C(OCCOCC=2N=C(SC2)N(CC2=CC(=CC=C2)OC)CC2=CC(=CC=C2)OC)C=CC1)C